ClC1=NC=C2C=C(C(NC2=C1)=O)C=1C=NC(=CC1C)C(CC)O 7-chloro-3-[6-(1-hydroxypropyl)-4-methylpyridin-3-yl]-1H-1,6-naphthyridin-2-one